N-(4-cyclohexylphenyl)-6-isopropyl-2-(2-methylmorpholino)-6,7-dihydro-5H-pyrrolo[3,4-d]pyrimidin-4-amine C1(CCCCC1)C1=CC=C(C=C1)NC=1C2=C(N=C(N1)N1CC(OCC1)C)CN(C2)C(C)C